1-(5Z,8Z,11Z,14Z-eicosatetraenoyl)-2-heptadecanoyl-glycero-3-phospho-(1'-sn-glycerol) CCCCCCCCCCCCCCCCC(=O)O[C@H](COC(=O)CCC/C=C\C/C=C\C/C=C\C/C=C\CCCCC)COP(=O)(O)OC[C@H](CO)O